C(C1=CC=CC=C1)NC(=O)[C@@H]1CC12CCN(CC2)C(=O)OC(C(F)(F)F)C(F)(F)F |r| 1,1,1,3,3,3-hexafluoropropan-2-yl (±)-1-(benzylcarbamoyl)-6-azaspiro[2.5]octane-6-carboxylate